OC=1C=C(C(=CC1)C(=O)OC)C(=O)OC dimethyl 4-hydroxybenzene-1,2-dicarboxylate